bis-methyl-sulfanilamide CN(C1=CC=C(S(=O)(=O)N)C=C1)C